4-(2-fluoro-3-chloro-(cyclopropylaminocarbonyl)aminophenoxy)-7-methoxy-6-quinolinecarboxamide FC1=C(OC2=CC=NC3=CC(=C(C=C23)C(=O)N)OC)C=CC(=C1Cl)NC(=O)NC1CC1